4-AminoFolic Acid NC1N=C(N)C2=NC(CNC3C=CC(C(=O)N[C@@H](CCC(=O)O)C(=O)O)=CC=3)=CN=C2N=1